p-chloroamphetamine hydrochloride Cl.ClC1=CC=C(CC(N)C)C=C1